tert-Butyl 7-[8-(tert-butoxycarbonylamino)-7-fluoro-3-(tetrahydropyran-4-ylcarbamoylamino)-6-isoquinolyl]-8-methyl-2,3-dihydropyrido[2,3-b][1,4]oxazine-1-carboxylate C(C)(C)(C)OC(=O)NC=1C(=C(C=C2C=C(N=CC12)NC(NC1CCOCC1)=O)C1=C(C2=C(OCCN2C(=O)OC(C)(C)C)N=C1)C)F